The molecule is the ammonium ion that is the conjugate acid of clenbuterol, formed by protonation of the secondary amine nitrogen atom. It is a conjugate acid of a clenbuterol. CC(C)(C)[NH2+]CC(C1=CC(=C(C(=C1)Cl)N)Cl)O